FC1=C(C=CC(=C1C)F)C=1C=C2C(=NC1)N(C(N2CC=2C=NC=C(C2)F)=O)C 6-(2,4-difluoro-3-methyl-phenyl)-1-[(5-fluoro-3-pyridinyl)methyl]-3-methyl-imidazo[4,5-b]pyridin-2-one